C(C1=CC=CC=C1)NC(N(C1=NC=C(C=C1)C=1C=NN(C1)C)[C@@H]1CC[C@H](CC1)NC1=NC=C(C(=N1)C1=CC2=C(NC(N2C)=O)C=C1)C#N)=O 3-benzyl-1-(trans-4-((5-cyano-4-(3-methyl-2-oxo-2,3-dihydro-1H-benzimidazol-5-yl)pyrimidin-2-yl)amino)cyclohexyl)-1-(5-(1-methyl-1H-pyrazol-4-yl)pyridin-2-yl)urea